N-eicosapentaenoyl-histidine C(C=CC=CC=CC=CC=CCCCCCCCCC)(=O)N[C@@H](CC1=CNC=N1)C(=O)O